FC1=CC(=CC2=C1NC(OC2)=O)[C@H](CN2CC=1[C@](C2)(C=C(C1)OC1=C(C=CC=C1)F)O)O 8-fluoro-6-((R)-2-((3as,5s,6ar)-5-(2-fluorophenoxy)-3a-hydroxycyclopenta[c]pyrrol-2(1H)-yl)-1-hydroxyethyl)-1,4-dihydro-2H-benzo[d][1,3]oxazin-2-one